(S)-5,7-dimethyl-N2-(1-methylpyrrolidin-3-yl)pyrido[2,3-d]pyrimidine-2,4-diamine CC1=CC(=NC=2N=C(N=C(C21)N)N[C@@H]2CN(CC2)C)C